1-methyl-6-trifluoromethyl-1H-pyrazolo[3,4-d]pyrimidin-4-ol CN1N=CC=2C1=NC(=NC2O)C(F)(F)F